trifluoromethyl-3,3,3-trifluoropropyl-ethylene glycol FC(F)(F)C(CO)(CCC(F)(F)F)O